3-(4-chlorophenyl)isoindolin-1-one benzyl-(2R,3S,3aR,6aR)-3-(benzylamino)-2-(hydroxymethyl)hexahydrocyclopenta[b]pyrrole-1(2H)-carboxylate C(C1=CC=CC=C1)OC(=O)N1[C@H]2[C@@H]([C@@H]([C@@H]1CO)NCC1=CC=CC=C1)CCC2.ClC2=CC=C(C=C2)C2NC(C1=CC=CC=C21)=O